N-[(4-cyanophenyl)methyl]-8-[(1-cyclopropylsulfonylcyclopropyl)methoxy]-1,6-dimethyl-2-oxo-1,5-naphthyridine-3-carboxamide C(#N)C1=CC=C(C=C1)CNC(=O)C=1C(N(C2=C(C=C(N=C2C1)C)OCC1(CC1)S(=O)(=O)C1CC1)C)=O